C(C)(=O)OC1[C@@H]([C@@H](O)[C@H](OC(C)=O)[C@H](O1)COC(C)=O)NC(C)=O 1,4,6-tri-O-acetyl-2-deoxy-2-Acetamido-α,β-D-glucopyranose